benzyloxymethylacrylate C(C1=CC=CC=C1)OCOC(C=C)=O